N1=CN=C(C2=C1C=CN2)N 5H-pyrrolo[3,2-d]Pyrimidin-4-amine